NC1=CC=NN1C(C)(C)C 5-amino-1-tert-butyl-1H-pyrazol